tert-Butyl 3-((2-chloro-5-nitropyrimidin-4-yl)amino)pyrrolidine-1-carboxylate ClC1=NC=C(C(=N1)NC1CN(CC1)C(=O)OC(C)(C)C)[N+](=O)[O-]